ClC1=NC=2C=CC=CC2C2=C1NCN2CC2=CC(=CC=C2)CN2CCCC2 4-Chloro-1-(3-(pyrrolidin-1-ylmethyl)benzyl)-1,3-dihydro-2H-imidazo[4,5-c]quinoline